2-((7-(2-(4-(6-((6-acetyl-8-cyclopentyl-5-methyl-7-oxo-7,8-dihydropyrido[2,3-d]pyrimidin-2-yl)amino)pyridin-3-yl)piperazin-1-yl)acetamido)heptyl)amino)-N,6-dimethylnicotinamide C(C)(=O)C1=C(C2=C(N=C(N=C2)NC2=CC=C(C=N2)N2CCN(CC2)CC(=O)NCCCCCCCNC2=C(C(=O)NC)C=CC(=N2)C)N(C1=O)C1CCCC1)C